C(#N)[C@H](CC1=CC=C(C=C1)B1OC(C(O1)(C)C)(C)C)NC(OC(C)(C)C)=O tert-butyl (S)-(1-cyano-2-(4-(4,4,5,5-tetramethyl-1,3,2-dioxaborolan-2-yl)phenyl)ethyl)carbamate